N-(allyloxycarbonyl)-S-(fluorenylmethyl)-L-cysteine C(C=C)OC(=O)N[C@@H](CSCC1=CC=CC=2C3=CC=CC=C3CC12)C(=O)O